1-(4-(5-(chlorodifluoromethyl)-1,2,4-oxadiazol-3-yl)phenyl)-2-(isopropylsulfonyl)ethan-1-one copper-antimony [Sb].[Cu].ClC(C1=NC(=NO1)C1=CC=C(C=C1)C(CS(=O)(=O)C(C)C)=O)(F)F